BrCC=1C=CC(=NC1)C#N 5-(bromomethyl)pyridinecarbonitrile